FC1(CC2(C1)C[C@H](N(CC2)CC2=C1C=CNC1=C(C=C2OC)C)C=2C=C1C=CNC(C1=CC2)=O)F (S)-6-(2,2-difluoro-7-((5-methoxy-7-methyl-1H-indol-4-yl)methyl)-7-azaspiro[3.5]nonan-6-yl)isoquinolin-1(2H)-one